COC(CCNC=CCCCCCCCCCCCC(C)C)=O.ClC1=C(C=CC=C1)C1=C(N=CO1)C(=O)NC1=CC(=CC=C1)C(F)(F)F 5-(2-chlorophenyl)-N-(3-(trifluoromethyl)phenyl)oxazole-4-carboxamide methyl-β-isohexadecenylaminopropionate